BrC=1C=C(SC1)CN1C=NNC1=O 4-[(4-bromo-2-thienyl)methyl]-1H-1,2,4-triazol-5-one